1-(3-aminobicyclo[1.1.1]pentan-1-yl)-N-[3-(trifluoromethoxy)propyl]-1H-pyrazol-4-amine NC12CC(C1)(C2)N2N=CC(=C2)NCCCOC(F)(F)F